CN(CCN(CC(=O)O)CCO)C N-[2-(dimethylamino)ethyl]-N-(2-hydroxyethyl)-glycine